CCCCCCCCCCCCCC=C pentadec-14-ene